COC(=O)C1=NNC2=CC=CC(=C12)C1=CC=C(C=C1)C=1CCCCC1 4-(2',3',4',5'-Tetrahydro-[1,1'-biphenyl]-4-yl)-1H-indazole-3-carboxylic acid methyl ester